6-((2,3-dichlorophenyl)sulfenyl)-3-methylpyridine ClC1=C(C=CC=C1Cl)SC1=CC=C(C=N1)C